BrCCOC1=CC(=C(C=C1)C=1C=CC(=NC1)CC(=O)NCC1=C(C=CC=C1)F)F 2-(5-(4-(2-Bromoethoxy)-2-fluorophenyl)pyridin-2-yl)-N-(2-fluorobenzyl)acetamide